C(C)(=O)N1CCC(CC1)(CO)NC(C(=O)C1=C(C(=C(N1C)C)C(=O)NC1=CC(=C(C=C1)F)C)C)=O 5-(2-((1-acetyl-4-(hydroxymethyl)piperidin-4-yl)amino)-2-oxoacetyl)-N-(4-fluoro-3-methylphenyl)-1,2,4-trimethyl-1H-pyrrole-3-carboxamide